7-methoxy-9H-pyrimido[4,5-b]indole COC1=CC=C2C3=C(NC2=C1)N=CN=C3